1H-pyrrole 8-(2-hydroxybenzoamido)octanoic acid salt OC1=C(C(=O)NCCCCCCCC(=O)O)C=CC=C1.N1C=CC=C1